N[C@H](C(=O)NC1=NC=C(C(=C1)C)C1=CC=NN1C)C1CCC(CC1)C (S)-2-amino-N-(4-methyl-5-(1-methyl-1H-pyrazol-5-yl)pyridin-2-yl)-2-((1r,4S)-4-methylcyclohexyl)acetamide